C1(CCCCC1)OC(C1=C(C=CC=C1)O)=O Cyclohexyl-2-hydroxybenzoat